1-(3-(4-(1-methyl-1H-pyrazol-3-yl)-2-(3,3,4,4-tetrafluoropyrrolidin-1-yl)pyrimidin-5-yl)pyrrolidin-1-yl)prop-2-en-1-one CN1N=C(C=C1)C1=NC(=NC=C1C1CN(CC1)C(C=C)=O)N1CC(C(C1)(F)F)(F)F